4-((5-(benzyloxy)-7-methylchromane-8-carbonyl)oxy)-3-bromo-2-hydroxy-5,6-dimethyl-benzoic acid C(C1=CC=CC=C1)OC1=C2CCCOC2=C(C(=C1)C)C(=O)OC1=C(C(=C(C(=O)O)C(=C1C)C)O)Br